(S)-2-Amino-3-hydroxy-N-(2-(5-hydroxy-1H-indol-3-yl)ethyl)propanamide N[C@H](C(=O)NCCC1=CNC2=CC=C(C=C12)O)CO